N-(2-(1-ethyl-2,2-dimethylpyrrolidin-3-yl)thieno[2,3-b]pyridin-4-yl)-6-fluorobenzo[d]thiazol-5-amine C(C)N1C(C(CC1)C1=CC=2C(=NC=CC2NC=2C(=CC3=C(N=CS3)C2)F)S1)(C)C